O1C=CC2=NC(=CC=C21)CN2C(C1=CC=C(C=C1C=N2)SC=2C=NN(C2)C2OCCCC2)=O 2-(furo[3,2-b]pyridin-5-ylmethyl)-6-((1-(tetrahydro-2H-pyran-2-yl)-1H-pyrazol-4-yl)thio)phthalazin-1(2H)-one